COC(CCCS(=O)(=O)C1=NC(=CC(=N1)C=1SC=CC1)C(F)(F)F)=O 4-((4-(thiophen-2-yl)-6-(trifluoromethyl)pyrimidin-2-yl)sulfonyl)butanoic acid methyl ester